pentanesulfonic acid anion C(CCCC)S(=O)(=O)[O-]